(4S)-4-hydroxy-10-methyl-11-keto-dodec-2-ene-1,4-lactone O[C@@]1(C=CC(=O)O1)CCCCCC(C(C)=O)C